CC=1C(=NC=CC1C#N)O[C@H]1CN([C@@H](CC1)C)C(=O)C1=NSC=C1N1N=CC=N1 3-methyl-2-{[(3R,6R)-6-methyl-1-{[4-(2H-1,2,3-triazol-2-yl)isothiazol-3-yl]carbonyl}piperidin-3-yl]oxy}pyridine-4-carbonitrile